5-(benzyl(methyl)amino)-N-(3-fluorophenyl)-7-(1H-pyrazol-4-yl)pyrazolo[1,5-a]pyrimidine-2-carboxamide C(C1=CC=CC=C1)N(C1=NC=2N(C(=C1)C=1C=NNC1)N=C(C2)C(=O)NC2=CC(=CC=C2)F)C